BrC1=CC=C(C=C1)C=1NC2=C(C=C(C=C2C1)COCCOC)NC1CCOCC1 2-(4-bromophenyl)-5-((2-methoxyethoxy)methyl)-N-(tetrahydro-2H-pyran-4-yl)-1H-indol-7-amine